C(CCCCC(C)C)C1=C(C=CC=C1)CCCCCC(C)C diisooctylbenzene